1-Acetyl-7a-methyloctahydro-1H-inden-4-ol C(C)(=O)C1CCC2C(CCCC12C)O